phosphonic acid ((2S,3R,4R,5R)-5-(6-benzoylamino-9H-purin-9-yl)-4-((tert-butyldimethylsilyl) oxy)-3-(tritylamino) tetrahydrofuran-2-yl) methyl-(2-cyanoethyl) ester CC(COP(O[C@@H]1O[C@H]([C@@H]([C@H]1NC(C1=CC=CC=C1)(C1=CC=CC=C1)C1=CC=CC=C1)O[Si](C)(C)C(C)(C)C)N1C2=NC=NC(=C2N=C1)NC(C1=CC=CC=C1)=O)=O)C#N